sodium (R)-2,3-bis(tetradecanoyloxy)propyl (2,3-dihydroxypropyl) phosphate P(=O)(OC[C@@H](COC(CCCCCCCCCCCCC)=O)OC(CCCCCCCCCCCCC)=O)(OCC(CO)O)[O-].[Na+]